C(C)(C)(C)OC(=O)NCCCN(CCCCCCCC(=O)OC(CCCCCCC)CCCCCCC)CCCCCCCC(OCCC(CCC)CCC)=O Pentadecan-8-yl 8-((3-((tert-butoxycarbonyl)amino)propyl)(8-oxo-8-((3-propylhexyl)oxy)octyl)amino)octanoate